N-(6-methoxypyridin-3-yl)-1,8,10-triazatricyclo[7.4.0.02,7]trideca-2(7),3,5,8,10,12-hexaene-11-carboxamide COC1=CC=C(C=N1)NC(=O)C1=NC2=NC=3C=CC=CC3N2C=C1